C(C)(=O)NC=1N=C2N(N=C(C=C2)C=2C=C(C(=NC2C)OC)C(=O)NC([2H])C2=C(C=CC(=C2)OC(F)(F)F)F)C1 5-{2-acetamidoimidazo[1,2-b]pyridazin-6-yl}-N-{[2-fluoro-5-(trifluoromethoxy)phenyl]-(deutero)methyl}-2-methoxy-6-methylpyridine-3-carboxamide